N-ethylβ-alanine C(C)NCCC(=O)O